8-bromo-2-methyl-[1,2,4]triazolo[1,5-c]pyrimidine-5-carboxylic acid methyl ester COC(=O)C1=NC=C(C=2N1N=C(N2)C)Br